C(OCC(F)F)(OCF)=O (2,2-difluoroethyl) fluoromethyl carbonate